ClC=1C=C2C(=C(C=NC2=CC1)NC1CCNCC1)NC1=C(C(=O)O)C=CC=C1 2-[[6-chloro-3-(4-piperidylamino)-4-quinolinyl]amino]benzoic acid